THIOPHEN PYRIDINIUM [NH+]1=CC=CC=C1.S1C=CC=C1